1-[6-chloro-2-(1,1-dioxo-1,2-thiazolidin-2-yl)-3-pyridyl]ethanone ClC1=CC=C(C(=N1)N1S(CCC1)(=O)=O)C(C)=O